FC(OC1=CC=C(OCC=2C=C(C=CC2)B(O)O)C=C1)(F)F (3-((4-(trifluoromethoxy)phenoxy)methyl)phenyl)boronic acid